{2-Amino-4-[(5-fluoro-benzofuran-3-ylmethyl)-amino]phenyl}-carbamic acid ethyl ester C(C)OC(NC1=C(C=C(C=C1)NCC1=COC2=C1C=C(C=C2)F)N)=O